6-((1s,6s)-6-aminocyclohex-3-en-1-yl)-N-(but-2-yn-1-yl)-2-chloro-7-iodothieno[3,2-d]pyrimidin-4-amine N[C@H]1CC=CC[C@@H]1C1=C(C=2N=C(N=C(C2S1)NCC#CC)Cl)I